(R)-8-Chloro-3-(4-((1-(hydroxymethyl)cyclobutyl)amino)-5-oxido-6,7-dihydrothieno[3,2-d]pyrimidin-2-yl)-2,3,4,6-tetrahydrobenzo[c][2,7]naphthyridin-5(1H)-one ClC=1C=CC2=C(NC(C=3CN(CCC23)C=2N=C(C3=C(N2)CC[S@]3=O)NC3(CCC3)CO)=O)C1